N1=CC=C(C=C1)[C@H]1[C@@H](CNC1)C(=O)OC |o1:6,7| methyl rel-(3S,4R)-4-(pyridin-4-yl)pyrrolidine-3-carboxylate